2-(N-phenethyl-N-propyl)amino-5-hydroxytetralin CCCN(CCC1=CC=CC=C1)C2CCC3=C(C2)C=CC=C3O